4-Ethoxy-1-[(1'r,3's,4'r)-3'-benzyloxy-4'-(benzyloxymethyl)cyclopentyl]-1H-[1,3,5]-triazin-2-one C(C)OC1=NC(N(C=N1)C1CC(C(C1)COCC1=CC=CC=C1)OCC1=CC=CC=C1)=O